N-[(1S)-1-(dicyclohexylmethyl)-2-[[5-(3,5-dimethyl-1H-pyrazol-4-yl)-6-fluoro-2-pyridinyl]amino]-2-oxo-ethyl]-3-sec-butyl-triazole-4-carboxamide C1(CCCCC1)C([C@@H](C(=O)NC1=NC(=C(C=C1)C=1C(=NNC1C)C)F)NC(=O)C=1N(N=NC1)C(C)CC)C1CCCCC1